(5-iodo-2-methylphenyl)-7-(methylthio)thiazolo[5,4-d]pyrimidine IC=1C=CC(=C(C1)C=1SC=2N=CN=C(C2N1)SC)C